The molecule is a quaternary ammonium ion that is spermidine carrying two 3-aminopropyl substituents at the N-4 position. It has a role as a bacterial metabolite. It derives from a spermidine. It is a conjugate acid of a N(4)-bis(aminopropyl)spermidine(5+). C(CC[N+](CCCN)(CCCN)CCCN)CN